C(CCCCCCCCCCC)(=O)OC=CC propenyl dodecanoate